FC1=C(C=CC(=C1)F)NS(=O)(=O)C=1C=C(C=NC1OC)C=1C=C2C(=NC=NC2=CC1)N1CCNCC1 4-(6-(5-(N-(2,4-difluorophenyl)sulfamoyl)-6-methoxypyridin-3-yl)quinazolin-4-yl)piperazine